Naphthalene-3-carbonitrile C1=CC(=CC2=CC=CC=C12)C#N